C(#N)C=1C=C(C=CC1)C=1N=C(SC1C1=CC(=NC(=C1)C)C(C)(C)OCC1=CC=C(C=C1)OC)NC(=O)N1CC2(C1)COCC2 N-[4-(3-cyanophenyl)-5-[2-[1-[(4-methoxyphenyl)methoxy]-1-methyl-ethyl]-6-methyl-4-pyridyl]thiazol-2-yl]-6-oxa-2-azaspiro[3.4]octane-2-carboxamide